FC(C1=CC=2N(C=C1C1CC(N(C(C1)([2H])[2H])S(=O)(=O)C=1N=NN(C1)C)([2H])[2H])N=CN2)F 7-(difluoromethyl)-6-(1-((1-methyl-1H-1,2,3-triazol-4-yl)sulfonyl)piperidin-4-yl-2,2,6,6-d4)-[1,2,4]triazolo[1,5-a]pyridine